SC1CN(C1)[C@H]1C[C@H](CC1)NC(OCC1=CC=C(C=C1)[N+](=O)[O-])=O 4-nitrobenzyl ((1S,3R)-3-(3-mercaptoazetidin-1-yl)cyclopentyl)carbamate